2-(1-amino-cyclopropyl)-propan-2-ol NC1(CC1)C(C)(C)O